1,3-Dimethoxy-6H-dibenzo[b,d]pyran-6-one COC1=CC(=CC=2OC(C3=C(C21)C=CC=C3)=O)OC